C(CC)C=1C(=C(C(=O)O)C(=CC1F)F)F n-propyl-2,4,6-trifluoro-benzoic acid